1,4-dihydroxy-2,3-bis(hydroxymethyl)anthraquinone OC1=C(C(=C(C=2C(C3=CC=CC=C3C(C12)=O)=O)O)CO)CO